C(C1=CC=CC=C1)OC(=O)N1C[C@@H]2[C@H](C1)CC(C2)OC2=CC(=C(C=C2)F)F (3aR,5s,6aS)-benzyl-5-(3,4-difluorophenoxy)hexahydrocyclopenta[c]pyrrole-2(1H)-carboxylate